6-(4-hydroxyphenyl)-8-methyl-2-(methylthio)pyrido[2,3-d]pyrimidin OC1=CC=C(C=C1)C1=CC2=C(N=C(N=C2)SC)N(C1)C